(trans)-4-cyclohexylpyrrolidine-3-carbonitrile C1(CCCCC1)[C@H]1[C@@H](CNC1)C#N